5-[(Cyclopropylmethyl)sulfonyl]-N-[4-(1,1,1,3,3,3-hexafluoro-2-hydroxypropan-2-yl)phenyl]-2,3-dihydro-1H-isoindol-1-carboxamid C1(CC1)CS(=O)(=O)C=1C=C2CNC(C2=CC1)C(=O)NC1=CC=C(C=C1)C(C(F)(F)F)(C(F)(F)F)O